CC1=NOC(=C1C=1C=C(OC2=C(C=C(C=C2C)NC(CCN2CCOCC2)=O)C)C=C(C1)F)C N-(4-(3-(3,5-dimethylisoxazol-4-yl)-5-fluorophenoxy)-3,5-dimethylphenyl)-3-morpholinopropanamide